2-(4,4-difluoro-1-piperidinyl)-6-ethynyl-4-methyl-pyridine FC1(CCN(CC1)C1=NC(=CC(=C1)C)C#C)F